CC1=NNC2=C(N=NC(=C21)O)O methylpyrazolo[3,4-d]pyridazine-4,7-diol